COC(=O)C1=NN(C2=C1N(C=1C2=NC=C(C1)C1=C(N=NN1C)C)C(C)C1=C(C=C(C=C1C)F)C)C 6-(1,4-dimethyl-1H-1,2,3-triazol-5-yl)-4-(1-(4-fluoro-2,6-dimethylphenyl)ethyl)-1-methyl-1,4-dihydropyrazolo[3',4':4,5]pyrrolo[3,2-b]pyridine-3-carboxylic acid Methyl ester